8,8'-((2-Hydroxyethyl)Azanediyl)Bis(N,N-Didecyloctanamide) OCCN(CCCCCCCC(=O)N(CCCCCCCCCC)CCCCCCCCCC)CCCCCCCC(=O)N(CCCCCCCCCC)CCCCCCCCCC